6-[(3aS,7aS)-1-methyl-3,4,5,6,7,7a-hexahydro-2H-indol-3a-yl]quinoxaline CN1CC[C@@]2(CCCC[C@H]12)C=1C=C2N=CC=NC2=CC1